N'-acetyl-4-amino-N-(2-chloro-4-(trifluoromethyl)benzyl)-N'-methylimidazo[1,5-a]quinoxaline-8-carbohydrazide C(C)(=O)N(N(C(=O)C1=CC=C2N=C(C=3N(C2=C1)C=NC3)N)CC3=C(C=C(C=C3)C(F)(F)F)Cl)C